4-((1R,3S)-3-hydroxycyclohexylamino)-2-(isopropylamino)pyrimidine-5-carboxamide O[C@@H]1C[C@@H](CCC1)NC1=NC(=NC=C1C(=O)N)NC(C)C